C1(CC2C(CC1)O2)COC2(C(C=C(C=C2)C)OCC2CC1C(CC2)O1)C 1,2-bis(3,4-epoxycyclohexylmethoxy)p-xylene